palladium triisopropylphosphine C(C)(C)P(C(C)C)C(C)C.[Pd]